tert-Butyl 4-(2-((2-(didodecylamino)ethyl)(dodecyl)amino)ethyl)piperazine-1-carboxylate C(CCCCCCCCCCC)N(CCN(CCN1CCN(CC1)C(=O)OC(C)(C)C)CCCCCCCCCCCC)CCCCCCCCCCCC